2-aminobenzoxazole hydrofluoric acid salt F.NC=1OC2=C(N1)C=CC=C2